(R)-N-(1-(6-Ethynylpyrimidin-4-yl)piperidin-3-yl)-6-morpholinopyrimidin-4-amine C(#C)C1=CC(=NC=N1)N1C[C@@H](CCC1)NC1=NC=NC(=C1)N1CCOCC1